2-(1,4,8-Trioxaspiro[4.5]dec-7-yl)acetic acid ethyl ester C(C)OC(CC1CC2(OCCO2)CCO1)=O